The molecule is a pyridinemonocarboxylic acid that is 4-amino-3-chloropyridine-2-carboxylic acid which is substituted by a 4-chloro-2-fluoro-3-methoxyphenyl group at position 6. It is a herbicide used for the control of broad-leaved weeds in cereals and oilseed rape. It has a role as a herbicide, a synthetic auxin and a metabolite. It is a member of monochlorobenzenes, a member of monofluorobenzenes, a monomethoxybenzene, a chloropyridine, an aminopyridine, a pyridinemonocarboxylic acid and a biaryl. COC1=C(C=CC(=C1F)C2=NC(=C(C(=C2)N)Cl)C(=O)O)Cl